CC(C(=O)NCC#C)(C)C=1OC(=NN1)C1=C(C=CC=C1)NC1=CC=C(C=C1)C(F)(F)F 2-methyl-N-(prop-2-yn-1-yl)-2-(5-(2-((4-(trifluoromethyl)phenyl)amino)phenyl)-1,3,4-oxadiazol-2-yl)propanamide